2-amino-4-methoxy-N-(1-(trifluoromethyl)-2-oxabicyclo[2.2.2]octan-4-yl)benzamide NC1=C(C(=O)NC23COC(CC2)(CC3)C(F)(F)F)C=CC(=C1)OC